3-(1-oxo-4-{[(1r,4r)-4-aminocyclohexyl](4,4,4-trifluorobutyl)amino}-3H-isoindol-2-yl)piperidine-2,6-dione O=C1N(CC2=C(C=CC=C12)N(CCCC(F)(F)F)C1CCC(CC1)N)C1C(NC(CC1)=O)=O